cyanospiro[cyclohexane-1,9'-fluorene] C(#N)C1=CC=CC=2C3=CC=CC=C3C3(C12)CCCCC3